FC(CCN1CC(C1)CC1=CC=C(C=C1)C1=CCCCC2=C1C=CC(=C2)C(=O)O)(F)F 9-(4-((1-(3,3,3-trifluoropropyl)azetidin-3-yl)methyl)phenyl)-6,7-dihydro-5H-benzo[7]annulene-3-carboxylic acid